C(C)(C)N1C(NC=C(C1=O)CN1C(C2=CC=CC=C2C1=O)=O)=O 2-[(3-isopropyl-2,4-dioxo-1H-pyrimidin-5-yl)methyl]isoindoline-1,3-dione